S1C(C=CC=C1)C=1C=C(C=CC1)/C=C/C(=O)C1=CC=C(C(=O)O)C=C1 4-[(E)-3-[3-(2H-Thiopyran-2-yl)phenyl]prop-2-enoyl]benzoic acid